ClC=1C=C(C=C(C1OCCCCC(OC)OC)C#N)C(C)(C)C1=CC=C(C=C1)C=1C=C2C=NC(=NC2=CC1)NS(=O)(=O)C N-[6-[4-[1-[3-chloro-5-cyano-4-(5,5-dimethoxypentoxy)phenyl]-1-methyl-ethyl]phenyl]quinazolin-2-yl]methanesulfonamide